BrC=1C(=C2C=NNC2=CC1)Cl 5-bromo-4-chloro-1H-indazole